C(C)(C)(C)OC(NCCCCBr)=O tert-Butyl-(4-bromobutyl)carbamat